L-rhamnosyl-beta-hydroxydecanoyl-beta-hydroxydecanoate C1([C@H](O)[C@H](O)[C@@H](O)[C@@H](O1)C)C(C(=O)[O-])(C(CCCCCCC)O)C(C(CCCCCCCC)O)=O